Bi-anthracyl C1(=CC=CC2=CC3=CC=CC=C3C=C12)C1=CC=CC2=CC3=CC=CC=C3C=C12